5-(1-methyl-9-propyl-9H-pyrido[3,4-b]indol-3-yl)oxazole CC1=NC(=CC2=C1N(C1=CC=CC=C21)CCC)C2=CN=CO2